dimethoxy-4,4-biphenyl COC1=CC=C(C=C1)C1=CC=C(C=C1)OC